(R)-N-(1-(3-fluorophenyl)piperidin-3-yl)-6-morpholino-9H-purin-2-amine FC=1C=C(C=CC1)N1C[C@@H](CCC1)NC1=NC(=C2N=CNC2=N1)N1CCOCC1